[6-(5-cyclopropyl-4H-1,2,4-triazol-3-yl)-2-azaspiro[3.3]heptan-2-yl]-[3-[[2-fluoro-4-(trifluoromethyl)phenyl]methoxy]azetidin-1-yl]methanone C1(CC1)C=1NC(=NN1)C1CC2(CN(C2)C(=O)N2CC(C2)OCC2=C(C=C(C=C2)C(F)(F)F)F)C1